5-hexylfuran-2(5H)-one C(CCCCC)C1C=CC(O1)=O